methyl (1S,3S)-3-((6-(3-((((benzyloxy)carbonyl)amino)methyl)-5-chlorothiophen-2-yl)-2-methylpyridin-3-yl)oxy)cyclohexane-1-carboxylate C(C1=CC=CC=C1)OC(=O)NCC1=C(SC(=C1)Cl)C1=CC=C(C(=N1)C)O[C@@H]1C[C@H](CCC1)C(=O)OC